C(C)(C)(C)[Si](C)(C)OC1CC(C1)C1=NOC(=N1)CCl tert-butyl-[3-[5-(chloromethyl)-1,2,4-oxadiazol-3-yl]cyclobutoxy]-dimethyl-silane